C1CCC2=C(C=3CCCC3C=C12)NC(=O)O[C@@H](C(=O)O)CC1=NC=CC=N1 (2R)-2-{[(1,2,3,5,6,7-hexahydro-s-indacen-4-yl)carbamoyl]oxy}-3-(pyrimidin-2-yl)propionic acid